tert-Butyl 2-((((9H-fluoren-9-yl)methoxy) carbonyl)(methyl)amino)-4-(2-(allyloxy) phenyl)butanoate C1=CC=CC=2C3=CC=CC=C3C(C12)COC(=O)N(C(C(=O)OC(C)(C)C)CCC1=C(C=CC=C1)OCC=C)C